OCCN1CCN(CC1)CCNC(=C1C(CC(CC1=O)C1=CC=CC=C1)=O)C1=CC=CC=C1 2-(((2-(4-(2-hydroxyethyl)piperazin-1-yl)ethyl)amino)(phenyl)methylene)-5-phenylcyclohexane-1,3-dione